Cl.C(#C)C1=C(SC=C1)CNCC[C@]1(CCOC2(CCCC2)C1)C1=NC=CC=C1 (R)-N-((3-ethynylthiophen-2-yl)methyl)-2-(9-(pyridin-2-yl)-6-oxaspiro[4.5]decan-9-yl)ethanamine hydrochloride